3-hydroxypropyl-3-(1-(3,5-bis(trifluoromethyl) benzyl)-1H-pyrrolo[2,3-b]pyridin-3-yl)-2-cyanoacrylate OCCCOC(C(=CC1=CN(C2=NC=CC=C21)CC2=CC(=CC(=C2)C(F)(F)F)C(F)(F)F)C#N)=O